ClC1=C(C=CC=C1Cl)N1CCN(CC1)CC[C@@H]1C[C@H](C1)C=1C(=NSC1)C(=O)N (trans-3-(2-(4-(2,3-dichlorophenyl)piperazin-1-yl)ethyl)cyclobutyl)isothiazole-3-carboxamide